C[Si]1(O[Si](O[Si](O[Si](O[Si](O1)(C)C)(C)C)(C)C)(C)C)C decamethylcyclopentasilox-ane